N-nicotinoylcysteine isopropyl ester C(C)(C)OC([C@@H](NC(C1=CN=CC=C1)=O)CS)=O